6-bromo-4-[[(1R)-1-[3-(1,1-difluoro-2-hydroxy-ethyl)phenyl]ethyl]amino]-2,8-dimethyl-pyrido[2,3-d]pyrimidin-7-one BrC1=CC2=C(N=C(N=C2N[C@H](C)C2=CC(=CC=C2)C(CO)(F)F)C)N(C1=O)C